ClC=1C(=CC(=C(C(=O)O)C1)OC[C@H](CN1CCC2(CC1)OC1=C(C2)C=C(C=C1)Cl)O)OCCC(F)(F)F 5-Chloro-2-{[(2s)-3-(5-chloro-1'H,3H-spiro[1-benzofuran-2,4'-piperidin]-1'-yl)-2-hydroxypropyl]oxy}-4-(3,3,3-trifluoropropoxy)benzoic acid